(1R,3R)-1-[3,5-difluoro-4-[1-(3-fluoropropyl)azetidin-3-yl]oxy-phenyl]-2-(2-fluoro-2-methyl-propyl)-3-methyl-1,3,4,9-tetrahydropyrido[3,4-b]indole FC=1C=C(C=C(C1OC1CN(C1)CCCF)F)[C@H]1N([C@@H](CC2=C1NC1=CC=CC=C21)C)CC(C)(C)F